(R)-isopropyl 3-(1H-1,2,4-triazol-1-yl)-2-((((R)-1-(6-(trifluoromethyl)pyridin-3-yl)ethyl)carbamoyl)oxy)propanoate N1(N=CN=C1)C[C@H](C(=O)OC(C)C)OC(N[C@H](C)C=1C=NC(=CC1)C(F)(F)F)=O